C1(CCC1)OC1=C(C=C(C=C1)N(C(C#C[Si](C(C)C)(C(C)C)C(C)C)=O)C1(CCOCC1)C(=O)NCC1=C(C=C(C=C1)OC)OC)CO 4-(N-(4-cyclobutoxy-3-(hydroxymethyl)phenyl)-3-(triisopropylsilyl)propiolamido)-N-(2,4-dimethoxybenzyl)tetrahydro-2H-pyran-4-carboxamide